BrC1=CC(=C2C(N(CC2=C1C)CC1=CC=C(C=C1)OC)(O)C1=C(C=CC(=C1)F)Cl)[N+](=O)[O-] 6-bromo-3-(2-chloro-5-fluorophenyl)-3-hydroxy-2-(4-methoxybenzyl)-7-methyl-4-nitroisoindole